NN1C=NC(=C2N3C(N=C12)N(C(N3CC3CC3)=O)CCN3N=CC(=C3)C(=O)NC3CC3)C=3OC=CC3 1-[2-[5-amino-1-(cyclopropylmethyl)-8-(2-furyl)-2-oxo-[1,2,4]triazolo[5,1-f]purin-3-yl]ethyl]-N-cyclopropyl-pyrazole-4-carboxamide